C(CCCCCCC\C=C/C\C=C/CCCCC)(=O)OCC(COC(CC1C2CC3CC(CC1C3)C2)=O)CO 3-(2-((1S,2R,5R)-adamantan-2-yl)acetoxy)-2-(hydroxymethyl)propyl (9Z,12Z)-octadeca-9,12-dienoate